FC1=C(C#N)C(=CC=C1F)N[C@H](C)C=1C=C(C=C2C(C(=C(OC12)C1=C(C=CC=C1)F)C)=O)C 2,3-Difluoro-6-[[(1R)-1-[2-(2-fluorophenyl)-3,6-dimethyl-4-oxo-chromen-8-yl]ethyl]amino]benzonitrile